1-(6-Chlorothieno[2,3-b]pyridin-2-yl)-3,3-difluorocyclobutan-1-ol ClC1=CC=C2C(=N1)SC(=C2)C2(CC(C2)(F)F)O